ClC1=CC=C(N=N1)NC1CCC2CN(CC21)C(=O)OC(C)(C)C tert-Butyl 4-[(6-chloropyridazin-3-yl)amino]-3,3a,4,5,6,6a-hexahydro-1H-cyclopenta[c]pyrrole-2-carboxylate